BrC=1C=C(C=CC1I)C1=NC(=NC(=N1)C1=CC(=C(C=C1)I)Br)C1=CC(=C(C=C1)I)Br 2,4,6-tris(3-bromo-4-iodophenyl)-1,3,5-triazine